C(C)(C)(C)OC(=O)N1C(CCCC1)C(=O)NNC(=O)C1CC(C1)OC(F)(F)F 2-{N'-[(1s,3s)-3-(trifluoromethoxy)cyclobutanecarbonyl]hydrazinecarbonyl}piperidine-1-carboxylic acid tert-butyl ester